C(C)C1=C(C=CC=C1)P(C1=C(C(=O)O)C=CC=C1)C ortho-(ethylmethylphenyl-phosphino)benzoic acid